C(CCCCCCC)C=1C(=O)NC(C1)=O Octyl-Maleimide